ethyl-8-{2-[11-(dimethylamino)nonadecyl]cyclopropyl}octanoate C(C)OC(CCCCCCCC1C(C1)CCCCCCCCCCC(CCCCCCCC)N(C)C)=O